N-(5-chloro-4-methoxypyridin-2-yl)-2-(6-chloropyridin-3-yl)acetamide ClC=1C(=CC(=NC1)NC(CC=1C=NC(=CC1)Cl)=O)OC